1-(2-(1-(methylsulfonyl)piperidin-4-yl)ethyl)piperidin CS(=O)(=O)N1CCC(CC1)CCN1CCCCC1